2-(((phenylseleno)methyl)thio)acetonitrile C1(=CC=CC=C1)[Se]CSCC#N